CC1=C(C(OC12CCCCC2)=O)C(C)=O 4-methyl-3-acetyl-2-oxo-1-oxaspiro[4.5]-dec-3-ene